COC(=O)C1NCCC2=C(C1)C=CC=C2 2,3,4,5-tetrahydro-1H-3-benzazepine-2-carboxylic acid methyl ester